COC(CNC(CCCC1=NC=C(C=C1)[N+](=O)[O-])=O)OC N-(2,2-dimethoxyethyl)-4-(5-nitropyridine-2-yl)butyramide